FC(S(=O)(=O)N[C@H](COC1=CC(=CS1)C(=O)OCC)C)(F)F ethyl 5-[(2S)-2-(trifluoromethylsulfonylamino)propoxy]thiophene-3-carboxylate